N-[3-(6-azaspiro[3.4]octan-6-yl)-4-(1,1-dioxo-1,4-thiazinane-4-carbonyl)phenyl]Cyclopropanecarboxamide C1CCC12CN(CC2)C=2C=C(C=CC2C(=O)N2CCS(CC2)(=O)=O)NC(=O)C2CC2